BrC1=NN(C(=C1NS(=O)(=O)C1=CC=C(C=C1)Cl)C(=O)OC)C methyl 3-bromo-4-((4-chlorophenyl) sulfonamido)-1-methyl-1H-pyrazole-5-carboxylate